OC(COC=1C(=O)O[C@@H](C1OCC(C)O)[C@@H](O)CO)(C)C 2-O-(2-hydroxyisobutyl)-3-O-(2-hydroxypropyl)ascorbic acid